COC(=O)C=1C=C2C(N(C(C2=CC1)(CC)CC)OC(=O)OC(C)Cl)(CC)CC Methyl-2-(((1-chloroethoxy)carbonyl)oxy)-1,1,3,3-tetraethylisoindoline-5-carboxylate